C(#N)C=1C=C(C(=O)OC)C=C(C1OC)F methyl 3-cyano-5-fluoro-4-methoxybenzoate